3-((1-(3-fluoro-4-(trifluoromethyl)phenyl)-3-azabicyclo[3.1.0]hex-3-yl)carbonyl)-1,5,7-trimethyl-1,5-dihydro-4H-pyrrolo[3,2-c]pyridin-4-one FC=1C=C(C=CC1C(F)(F)F)C12CN(CC2C1)C(=O)C1=CN(C2=C1C(N(C=C2C)C)=O)C